N(=[N+]=[N-])CC1=C2CCCOC2=CC=C1 5-(azidomethyl)chromane